CC1(CCC1)NC(C)C=1C=C(C=2N(C(C(=CN2)C2=CC(=CC=C2)C(C2COC2)C2=NN=CN2C)=O)C1)C(F)(F)F 7-[1-[(1-methylcyclobutyl)amino]ethyl]-3-[3-[(4-methyl-4H-1,2,4-triazol-3-yl)-(oxetan-3-yl)methyl]phenyl]-9-(trifluoromethyl)pyrido[1,2-a]pyrimidin-4-one